N-isopropyl-5-(4-(trifluoromethyl)phenyl)naphtho[1,2-d]thiazole-8-carboxamide C(C)(C)NC(=O)C1=CC=C2C(=CC3=C(N=CS3)C2=C1)C1=CC=C(C=C1)C(F)(F)F